C1CC2=CC=CC=C2C3=CC=CC=C3C#C1 DiBenzoCycloOctyne